ethyl 2-[1-(4-chloro-1,3-thiazol-2-yl)-1H-pyrazol-4-yl]propanoate ClC=1N=C(SC1)N1N=CC(=C1)C(C(=O)OCC)C